N-(4-bromopyridin-2-yl)formamide oxime BrC1=CC(=NC=C1)NC=NO